N2-(3-(5-fluoropyridin-2-yl)-1,2,4-thiadiazol-5-yl)-N3,N3-dimethylpyridine-2,3-diamine FC=1C=CC(=NC1)C1=NSC(=N1)NC1=NC=CC=C1N(C)C